FC(C(C(F)(F)F)(C(F)(F)F)OC(C(F)(F)F)(C(F)(F)F)C(F)(F)F)(F)F perfluoro-tertiary butyl ether